CN(C1=C(C=CC=C1)C1=CC=CC=C1)C 2'-(dimethylamino)-[1,1'-biphenyl]